C(CCC)OC1=NN2C(C(=N1)N)=NC=C2CC=2C=NC(=C(C2)C)N2[C@H](CNCC2)C (S)-2-butoxy-7-((5-methyl-6-(2-methylpiperazin-1-yl)pyridine-3-yl)methyl)imidazo[2,1-f][1,2,4]triazin-4-amine